1-[4-(2,3-Dimethylphenyl)piperazin-1-yl]-2-{3-[(3S,4R)-3-fluoro-4-hydroxypiperidin-1-carbonyl]-5,6-dihydrocyclopenta[c]pyrazol-1(4H)-yl}ethan-1-on CC1=C(C=CC=C1C)N1CCN(CC1)C(CN1N=C(C2=C1CCC2)C(=O)N2C[C@@H]([C@@H](CC2)O)F)=O